FC1=CC(=CC=2OC[C@@H](C(NC21)=O)NC(=O)C2=NN1C(C=CC=C1C(C)C)=N2)C (S)-N-(6-fluoro-8-methyl-4-oxo-2,3,4,5-tetrahydrobenzo[b][1,4]oxazepin-3-yl)-5-isopropyl-[1,2,4]triazolo[1,5-a]pyridine-2-carboxamide